amino-3-(5-cyclopropylisoxazol-3-yl)-1-(1-methylcyclopropyl)-1H-pyrazole-4-carbonitrile NC1=C(C(=NN1C1(CC1)C)C1=NOC(=C1)C1CC1)C#N